FC1(C(C1)C(=O)NC1=NC=C2C=C(C=3N(C2=C1)CCN3)C=3C=NC(=CC3C)C(CC)=O)F 2,2-difluoro-N-[4-(4-methyl-6-propionylpyridin-3-yl)-1h,2h-imidazo[1,2-a]1,6-naphthyridin-8-yl]cyclopropane-1-carboxamide